6-Bromo-4-chloro-8-(4-methoxybenzyl)-2-methylpyrido[2,3-d]pyrimidin-7(8H)-one-1-d BrC1=CC2=C(N(C(N=C2Cl)C)[2H])N(C1=O)CC1=CC=C(C=C1)OC